C1(CC1)C=1N=CC=2C=C3C(=C(C2C1)S(=O)(=O)NCC(C)C)CC(C3)NC3=CN=NC=C3 3-cyclopropyl-N-isobutyl-7-(pyridazin-4-ylamino)-7,8-dihydro-6H-cyclopenta[g]isoquinoline-5-sulfonamide